(R)-(+)-2-acetoxypropionic acid C[C@H](C(=O)O)OC(=O)C